nonacosyl alcohol C(CCCCCCCCCCCCCCCCCCCCCCCCCCCC)O